C(CCC)OC=1C=C(C=CC1)CCC[C@H](C(=O)OC)OS(=O)(=O)C(F)(F)F methyl (2R)-5-(3-butoxyphenyl)-2-[(trifluoromethanesulfonyl)oxy]pentanoate